Carbonic acid 7-[4-(4-benzo[b]thiophen-4-ylpiperazin-1-yl)butoxy]-2-oxo-2H-quinolin-1-ylmethyl ester methyl ester COC(OCN1C(C=CC2=CC=C(C=C12)OCCCCN1CCN(CC1)C1=CC=CC=2SC=CC21)=O)=O